methyl-5-hydroxy-2,3-dihydrobenzofuran CC1OC2=C(C1)C=C(C=C2)O